(S)-2-methyl-4-oxopiperidin-1-carboxylic acid tert-butyl ester C(C)(C)(C)OC(=O)N1[C@H](CC(CC1)=O)C